(3-Fluorophenyl)-4-phenyl-(4-(trifluoromethyl)benzyl)-1H-imidazol-2-amine FC=1C=C(C=CC1)C1=C(N=C(N1CC1=CC=C(C=C1)C(F)(F)F)N)C1=CC=CC=C1